NC1=C2N=CN(C2=NC=N1)C(C)C=1OC2=CC=CC=C2C(C1C1=CC=C(C=C1)F)=O 2-(1-(6-amino-9H-purin-9-yl)ethyl)-3-(4-fluorophenyl)-4H-chromen-4-one